C(C)(C)(C)OC(=O)N1C[C@@H](NCC1)C (S)-4-N-tert-butoxycarbonyl-2-methylpiperazine